NC1=NN(C=C1C(=O)OCC)C=1C=NC=CC1 ethyl 3-amino-1-(pyridin-3-yl)-1H-pyrazole-4-carboxylate